5-(2,6-dimethylpiperidin-1-yl)pentanamide CC1N(C(CCC1)C)CCCCC(=O)N